(S)-2-(4-(6-((4-cyano-2,5-difluorobenzyl)oxy)pyridin-2-yl)-2,5-difluorobenzyl)-1-(4,4-dimethyltetrahydrofuran-3-yl)-4-fluoro-1H-benzo[d]imidazole-6-carboxylic acid C(#N)C1=CC(=C(COC2=CC=CC(=N2)C2=CC(=C(CC3=NC4=C(N3[C@@H]3COCC3(C)C)C=C(C=C4F)C(=O)O)C=C2F)F)C=C1F)F